N-Hexadecylpyridinium chloride monohydrate O.[Cl-].C(CCCCCCCCCCCCCCC)[N+]1=CC=CC=C1